C(C)(C)(C)OC(=O)N(C(OC(C)(C)C)=O)C1=NC=CC2=C1C=C(S2)[Sn](CCCC)(CCCC)CCCC tert-butyl N-tert-butoxycarbonyl-N-(2-tributylstannylthieno[3,2-c]pyridin-4-yl)carbamate